1-Ethyl 3-(difluoromethyl)-1-(tetrahydro-2H-pyran-2-yl)-1H-pyrazole-4-carboxylate FC(C1=NN(C=C1C(=O)OCC)C1OCCCC1)F